(5-Chloro-3-isopropylpyrazolo[1,5-a]pyrimidin-7-yl)(4-(pyridin-2-yl)benzyl)carbamic acid tert-butyl ester C(C)(C)(C)OC(N(CC1=CC=C(C=C1)C1=NC=CC=C1)C1=CC(=NC=2N1N=CC2C(C)C)Cl)=O